(1r,4r)-methyl 4-(((6-(3-bromo-2-chlorophenyl)-2-methoxypyridin-3-yl)methyl)amino)cyclohexane-1-carboxylate BrC=1C(=C(C=CC1)C1=CC=C(C(=N1)OC)CNC1CCC(CC1)C(=O)OC)Cl